6-(tert-butyl)-10-cyclopropyl-2-methoxy-3-(3-methoxypropoxy)-9-oxo-9,10-dihydro-6H-pyrano[3,2-b:4,5-b']dipyridine-8-carboxylic acid C(C)(C)(C)C1OC=2C(=NC(=C(C2)OCCCOC)OC)C=2N(C(C(=CC21)C(=O)O)=O)C2CC2